O1C(=NC=C1)C(CCCCCCC\C=C/CCCCCCCC)=O (Z)-1-(oxazol-2-yl)octadec-9-en-1-one